1-[[2-(3,3-difluorocyclobutyl)oxypyridin-4-yl]methyl]-3-[(1r,3r)-3-(trifluoromethyl)cyclobutyl]urea FC1(CC(C1)OC1=NC=CC(=C1)CNC(=O)NC1CC(C1)C(F)(F)F)F